OP(O)(=O)OP(=O)(O)O.OCC1=NC=2C(NC(=NC2NC1)N)=O 6-hydroxymethyl-7,8-dihydropterin diphosphate